COC=1C=C(C=CC1OC)C1=CC=NC=2N1N(CC2)C2=CC(=CC=C2)SC 7-(3,4-dimethoxyphenyl)-N-(3-(methylthio)phenyl)pyrazolo[1,5-a]pyrimidine